C(CCC)=C1C(CCC=C1)=O 2-butylidene-3-cyclohexenone